tert-butyl N-[(2S)-4-carbamoyl-1-[2-fluoro-3-(4-hydroxybutyl)phenoxy]butan-2-yl]carbamate C(N)(=O)CC[C@@H](COC1=C(C(=CC=C1)CCCCO)F)NC(OC(C)(C)C)=O